BrC=1C=C2C(=CN(C2=CC1)CC(=O)O)C(N)=O 2-(5-bromo-3-carbamoyl-1H-indol-1-yl)acetic acid